[2-(2,2,2-trifluoroethyl)-4H,5H,6H-cyclopenta[c]pyrazol-5-yl]methanol FC(CN1N=C2C(=C1)CC(C2)CO)(F)F